C(C)(C)(C)OC(=O)N1CCC(=CC1)C1=CC=C2C(N(C(N(C2=C1)C)=O)CC1=NC=C(C=C1)C=1OC(=NN1)C(F)F)=O 4-(3-((5-(5-(Difluoromethyl)-1,3,4-oxadiazol-2-yl)pyridin-2-yl)methyl)-1-methyl-2,4-dioxo-1,2,3,4-tetrahydroquinazolin-7-yl)-3,6-dihydropyridin-1(2H)-carboxylic acid tert-butyl ester